9-Propionyl-3-oxaspiro[5.5]undecane-8,10-dione C(CC)(=O)C1C(CC2(CCOCC2)CC1=O)=O